Cl[Ni]C1=CC=CC=C1 chlorophenylnickel(II)